Tert-butyl (S)-(1-(3-bromo-4-iodobenzyl)pyrrolidin-3-yl)carbamate BrC=1C=C(CN2C[C@H](CC2)NC(OC(C)(C)C)=O)C=CC1I